ethylindole acetate C(C)(=O)O.C(C)C=1NC2=CC=CC=C2C1